O1C(CCCC1)P(=O)(O)CC(C(=O)O)CCC(=O)O 2-[[(2-tetrahydropyranyl)hydroxyphosphinyl]methyl]pentanedioic acid